5,6:5',8'-Diepoxy-5,6,5',8'-tetrahydro-β,β-carotene-3,3'-diol C/C(=C\C=C\C=C(/C)\C=C\C=C(/C)\C1C=C2C(CC(CC2(O1)C)O)(C)C)/C=C/C=C(\C)/C=C/C34C(CC(CC3(O4)C)O)(C)C